Cl[C@@H]1C2=C(C=NN1C1COC(C1)(C)C)C=NC=C2 (R)-1-chloro-N-(5,5-dimethyltetrahydrofuran-3-yl)pyrido[3,4-d]pyridazin